(S)-pyrrolidine-2-carboxamide hydrochloride salt Cl.N1[C@@H](CCC1)C(=O)N